Cl.Cl.ClC=1C=C2CN3C(=NC2=CC1)SC=C3CSC=3NC(CN3)(C3=CC=CC=C3)C 7-chloro-3-(((5-methyl-5-phenyl-4,5-dihydro-1H-imidazol-2-yl)thio)methyl)-5H-thiazolo[2,3-b]quinazoline dihydrochloride